(E)-(difluoromethyl-d)(styryl)sulfane FC([2H])(F)S\C=C\C1=CC=CC=C1